C(C)(C)(C)OC(=O)N1C[C@H](CC1)N (S)-1-t-butoxycarbonyl-3-aminopyrrolidine